3-(1-phenyl-N-Boc-methylamino)-5-phenylpyridine C1(=CC=CC=C1)CN(C(=O)OC(C)(C)C)C=1C=NC=C(C1)C1=CC=CC=C1